OCCN1CC(CC1)N1N=CC2=C1N(C(C=1C=C(C=CC21)C)=O)C([2H])([2H])[2H] 3-(1-(2-hydroxyethyl)pyrrolidin-3-yl)-7-methyl-4-(methyl-d3)-3,4-dihydro-5H-pyrazolo[3,4-c]isoquinolin-5-one